7-((3,4-Difluorobenzyl)oxy)-2-methyl-11,11a-dihydro-1H-pyrazino[1',2':3,4]imidazo[1,2-c]pyrimidine-3,9(2H,4H)-dione FC=1C=C(COC=2C=C3N(C(N2)=O)CC2N3CC(N(C2)C)=O)C=CC1F